C(C)N1N=C(C(=C1)F)[S@@](=O)(N)=NC(NC1=C2C(=NC(=C1C)CC(F)(F)F)CCC2)=O |o1:8| (R) or (S)-1-ethyl-4-fluoro-N'-((3-methyl-2-(2,2,2-trifluoroethyl)-6,7-dihydro-5H-cyclopenta[b]pyridin-4-yl)carbamoyl)-1H-pyrazole-3-sulfonimidamide